BrC(C)C1N2CCC(C1)CC2 1-bromoethyl-1-azabicyclo[2.2.2]octane